Racemic-1-(4-(difluoromethoxy)-2-fluorophenyl)-3-(isoquinolin-4-yl)-2-oxoimidazoline-4-carbonitrile FC(OC1=CC(=C(C=C1)N1C(N([C@H](C1)C#N)C1=CN=CC2=CC=CC=C12)=O)F)F |r|